(R)-5-(2-(2-(2-aminoethoxy)-5-fluorophenyl)pyrrolidin-1-yl)pyrazolo[1,5-a]pyrimidine-3-carboxylic acid NCCOC1=C(C=C(C=C1)F)[C@@H]1N(CCC1)C1=NC=2N(C=C1)N=CC2C(=O)O